[O-2].[O-2].[Pu+4] plutonium dioxide